ClC=1C(=C2C=NNC2=C(C1F)C(=C)C)C=1N=CC=2N(C1)C=C(N2)NC(=O)C2C(C2)F N-(6-(5-chloro-6-fluoro-7-(prop-1-en-2-yl)-1H-indazol-4-yl)imidazo[1,2-a]pyrazin-2-yl)-2-fluorocyclopropane-1-carboxamide